C(C1=CC=CC=C1)N1[C@@H]2CC[C@H]([C@@H]1CO)[C@H]2NC(OC(C)(C)C)=O tert-butyl ((1R,3R,4S,7R)-2-benzyl-3-(hydroxymethyl)-2-azabicyclo[2.2.1]heptan-7-yl)carbamate